O=C1NC(CCC1N1C(C2=CC=CC(=C2C1)C#CCN1CCN(CC1)CC(=O)OC(C)(C)C)=O)=O tert-butyl 2-(4-(3-(2-(2,6-dioxopiperidin-3-yl)-1-oxoisoindolin-4-yl)prop-2-ynyl)piperazin-1-yl)acetate